B(OC1=CC(=CC(=C1)C(=O)OC)N)([O-])[O-] (3-amino-5-(methoxycarbonyl) phenyl) borate